5-(chloromethyl)-2-aminothiazole ClCC1=CN=C(S1)N